C1(CC1)C1=C(C(=NO1)C1=C(C=NC=C1Cl)Cl)COC12CCC(CC1)(CC2)COC=2C=C1C(=CC=NC1=CC2F)OCC2CC2 6-((4-((5-Cyclopropyl-3-(3,5-dichloropyridin-4-yl)isoxazol-4-yl)methoxy)bicyclo[2.2.2]octan-1-yl)methoxy)-4-(cyclopropylmethoxy)-7-fluorochinolin